CC1=CC(=NC=C1OC1=CC(=C2C(=N1)N(C=N2)C)NC2=NC=C(C=C2)C(=O)N2[C@@H](COCC2)C(C)C)C#N 4-methyl-5-[3-methyl-7-[[5-[(3R)-3-propan-2-ylmorpholine-4-carbonyl]pyridin-2-yl]amino]imidazo[4,5-b]pyridin-5-yl]oxypyridine-2-carbonitrile